Benzyl (6-(hydroxymethyl)bicyclo[3.1.0]hexan-3-yl)carbamate OCC1C2CC(CC12)NC(OCC1=CC=CC=C1)=O